tert-butyl N-[(1R)-1-[3-benzyloxy-5-(1-methylpyrazol-4-yl)phenyl]ethyl]carbamate C(C1=CC=CC=C1)OC=1C=C(C=C(C1)C=1C=NN(C1)C)[C@@H](C)NC(OC(C)(C)C)=O